C(C)(C)(C)OC(N[C@@H]1C[C@@H](CCC1)NC1=C(C=C(C=C1)C(NC)=O)N)=O tert-butyl-N-[cis-3-[2-amino-4-(methylcarbamoyl)anilino]cyclohexyl]carbamate